ethyl 2-(5-(difluoromethoxy) pyrimidin-2-yl)-2-methylpropanoate FC(OC=1C=NC(=NC1)C(C(=O)OCC)(C)C)F